6-(cyclopropanecarboxamido)-N-(methyl-d3)-4-((5-methyl-4,5-dihydroisoxazolo[4,5-c]quinolin-6-yl)amino)nicotinamide C1(CC1)C(=O)NC1=NC=C(C(=O)NC([2H])([2H])[2H])C(=C1)NC1=CC=CC=2C3=C(CN(C12)C)C=NO3